C(C=C)N1C(NCC1)=O Allylimidazolidinon